6-diazo-2-(3-(2,4-dimethyl-3,6-dioxocyclohexa-1,4-dien-1-yl)-3-methylbutyrylamino)-5-oxohexanoic acid isopropyl ester C(C)(C)OC(C(CCC(C=[N+]=[N-])=O)NC(CC(C)(C)C1=C(C(C(=CC1=O)C)=O)C)=O)=O